[Ti].[Sn].[Ag] silver-tin-titanium